N-(3,5-dibromo-4-fluorophenyl)pyridine-2-sulfonamide BrC=1C=C(C=C(C1F)Br)NS(=O)(=O)C1=NC=CC=C1